N-methyl-6-(2-methyl-2H-indazol-5-yl)-N-(2,2,6,6-tetramethylpiperidin-4-yl)[1,3]thiazolo[4,5-b]pyridin-2-amine CN(C=1SC=2C(=NC=C(C2)C2=CC3=CN(N=C3C=C2)C)N1)C1CC(NC(C1)(C)C)(C)C